O1[C@@H](CCC1)CN [(2S)-tetrahydrofuran-2-yl]methanamine